Cl.N[C@H](C(=O)O)CC1=CC=C(C=C1)C1=NOC(=N1)C1=CC(=C(C=C1)OC)[N+](=O)[O-] (S)-2-amino-3-(4-(5-(4-methoxy-3-nitrophenyl)-1,2,4-oxadiazol-3-yl)phenyl)propanoic acid hydrochloride